ethyl-salicylate C(C)OC=1C(C(=O)[O-])=CC=CC1